Ethyl-2-(2-(4-chlorophenyl)hydrazono)acetat C(C)OC(C=NNC1=CC=C(C=C1)Cl)=O